7-bromo-N-(dimethylcarbamoyl)-5-methylthieno[3,2-b]pyridine-3-carboxamide BrC1=C2C(=NC(=C1)C)C(=CS2)C(=O)NC(N(C)C)=O